O[C@@]1(CC[C@@H]2[C@H]3CC[C@]4([C@H]([C@@H]3CC[C@@H]2C1)[C@H]1[C@@H]([C@@H]4C(CN4N=NN=C4C)=O)C1)C)C 1-((2R,4aS,4bR,6aS,7S,7aS,8aR,8bR,8cR,10aR)-2-Hydroxy-2,6a-dimethyloctadecahydrocyclopropa[4,5]cyclopenta[1,2-a]phenanthren-7-yl)-2-(5-methyl-1H-tetrazol-1-yl)ethan-1-one